(2-hydroxyethyl)-2-methylenebutanamide 2-hydroxyethyl-methacrylate OCCOC(C(=C)C)=O.OCCC(C(C(=O)N)=C)C